4-(R)-guanidino-L-proline N(C(=N)N)[C@@H]1C[C@H](NC1)C(=O)O